CN(C1=CC(=C(C=C1)OC)NC([C@@H](NCCCC)CC(C)C)=O)C1=CC(OC2=CC=CC=C12)=O 4-(N-methyl-N-(3-(N-butyl-L-leucylamino)-4-methoxyphenyl)-amino)coumarin